C1(CC1)CNC1=C(C#N)C=C(C=C1)C1=NC(=NO1)C1=CC2=C(NC(O2)=O)C=C1 2-(cyclopropylmethylamino)-5-[3-(2-oxo-3H-1,3-benzoxazol-6-yl)-1,2,4-oxadiazol-5-yl]benzonitrile